The molecule is an aromatic ketone that is cyclohexa-1,3-dione in which one of the hydrogens at position 2 is substituted by a 4-(methanesulfonyl)-2-nitrobenzoyl group. It has a role as a herbicide, an EC 1.13.11.27 (4-hydroxyphenylpyruvate dioxygenase) inhibitor, a xenobiotic, an environmental contaminant and a carotenoid biosynthesis inhibitor. It is a sulfone, a C-nitro compound, an aromatic ketone and a beta-triketone. It derives from a benzophenone. CS(=O)(=O)C1=CC(=C(C=C1)C(=O)C2C(=O)CCCC2=O)[N+](=O)[O-]